N1=CC=CC2=CC(=CC=C12)CN(C(OC(C)(C)C)=O)C Tert-butyl (quinolin-6-ylmethyl)methylcarbamate